N1N=C(C=C1)C=1C=C(C=CC1)N(C(C#C)=O)C(C(=O)NCC1=CC=CC=C1)C1=CC=CC=C1 N-(3-(1H-Pyrazol-3-yl)phenyl)-N-(2-(benzylamino)-2-oxo-1-phenylethyl)-propiolamide